4-(azepine-1-carbonyl)benzoic acid N1(C=CC=CC=C1)C(=O)C1=CC=C(C(=O)O)C=C1